tert-butyl 4-[[4-[8-chloro-7-[2-methyl-3-(2-trimethylsilylethoxymethyl)benzimidazol-5-yl]oxy-quinoxalin-2-yl]pyrazol-1-yl]methyl]-3-fluoro-piperidine-1-carboxylate ClC=1C(=CC=C2N=CC(=NC12)C=1C=NN(C1)CC1C(CN(CC1)C(=O)OC(C)(C)C)F)OC1=CC2=C(N=C(N2COCC[Si](C)(C)C)C)C=C1